C(C)OCCSCCO 2-(2-ethoxyethylthio)ethanol